C1(C=CC(N1C=1C=C(C(=O)C2(C(=O)N(C(C2)=O)O)S(=O)(=O)O)C=CC1)=O)=O m-maleimidobenzoyl-N-hydroxysulfo-succinimide